COC(=O)[C@H]1N(C[C@@H](C1)OC)C(CNC(C1=CC=C(C=C1)OC1=CC=CC=C1)=O)=O (2S,4R)-4-methoxy-1-((4-phenoxybenzoyl)glycyl)pyrrolidine-2-carboxylic acid methyl ester